C(C)(=O)N[C@H](C(=O)N[C@H](C(=O)O)CCC(C)(C)C)CC1=CC=CC=C1 (2S)-2-[(2S)-2-acetamido-3-phenylpropionylamino]-5,5-dimethylhexanoic acid